CC1=NOC(=N1)CCC=1C=C2C(=NC=NC2=CC1)N1CC2(C1)CCN(CC2)C(=O)OC(C)(C)C tert-Butyl 2-{6-[2-(3-methyl-1,2,4-oxadiazol-5-yl)ethyl]quinazolin-4-yl}-2,7-diazaspiro[3.5]nonane-7-carboxylate